C(C)(C)(C)OC(=O)NCCN1N=C(C2=CC=CC=C12)C(=O)NC=1C=C(C(=O)NC2=C(C=C(C=C2)F)CC(=O)OC(C)(C)C)C=CC1N1CCCCC1 tert-butyl 2-(2-(3-(1-(2-((tert-butoxycarbonyl) amino)ethyl)-1H-indazole-3-carboxamido)-4-(piperidin-1-yl)benzamido)-5-fluorophenyl)acetate